ClC1=C(C(=CC=C1)F)[C@H]1CN(C2=C(O1)C=C(C(=C2)N2N=C(N(C2=O)CC)CO)F)C(C)C (S)-1-(2-(2-chloro-6-fluorophenyl)-7-fluoro-4-isopropyl-3,4-dihydro-2H-benzo[b][1,4]oxazin-6-yl)-4-ethyl-3-(hydroxymethyl)-1H-1,2,4-triazol-5(4H)-one